ClC=1C=C2[C@@H]([C@@H](COC2=C(C1)F)N)C (cis)-6-chloro-8-fluoro-4-methylchroman-3-amine